6-(2-Chloro-4-fluorophenyl)-5-[4-[(3S)-1-(3-fluoropropyl)pyrrolidin-3-yl]oxyphenyl]-7,8-dihydronaphthalin-2-ol ClC1=C(C=CC(=C1)F)C1=C(C=2C=CC(=CC2CC1)O)C1=CC=C(C=C1)O[C@@H]1CN(CC1)CCCF